FC1=CC=C(C=C1)C(C1=C(C=CC(=C1)C)O)N1CCNCC1 2-((4-fluorophenyl)(piperazin-1-yl)methyl)-4-methylphenol